2-[[(2S)-1-[6-oxo-5-(trifluoromethyl)-1,6-dihydropyridazin-4-yl]pyrrolidin-2-yl]methoxy]acetic acid O=C1C(=C(C=NN1)N1[C@@H](CCC1)COCC(=O)O)C(F)(F)F